tert-butyl 2-chloro-4-((4-(1-((2-(trimethylsilyl) ethoxy) methyl)-1H-pyrazol-4-yl) phenyl) amino)-5H-pyrrolo[3,4-d]Pyrimidine-6(7H)-carboxylate ClC=1N=C(C2=C(N1)CN(C2)C(=O)OC(C)(C)C)NC2=CC=C(C=C2)C=2C=NN(C2)COCC[Si](C)(C)C